C1=CC=CC2=C3C(C4=NC=5C=CC6=C(C5C4=C21)C=CC=C6)=CCC=C3 7H-tribenzo[a,c,g]carbazole